(1R)-2-[4-(1,3-benzoxazol-2-yl)-5-hydroxy-1-methyl-6-oxopyrimidin-2-yl]-1-(2-chlorophenyl)-N,N-dimethyl-3,4-dihydro-1H-isoquinoline-6-carboxamide O1C(=NC2=C1C=CC=C2)C=2N=C(N(C(C2O)=O)C)N2[C@H](C1=CC=C(C=C1CC2)C(=O)N(C)C)C2=C(C=CC=C2)Cl